ClC1=CC=C(C=C1)N1CC2(CN(C2)C(=O)OC(C)(C)C)CC1 Tert-butyl 6-(4-chlorophenyl)-2,6-diazaspiro[3.4]octane-2-carboxylate